C(C)OC=1N=NC=CC1C1=CC(=C2C(=N1)C(=NN2C(C)C)C)NCC=2C=NN(C2)C 5-(3-ethoxypyridazin-4-yl)-1-isopropyl-3-methyl-N-[(1-methylpyrazol-4-yl)methyl]pyrazolo[4,3-b]pyridin-7-amine